COC1=C(N)C=C(C(=C1OC)OC)OC 2,3,4,5-tetramethoxyaniline